ClC1=C(C=CC(=C1)Cl)C[C@@H](C[C@@H]([C@H](C(C)(C)C)O)N1N=CNC1=S)C [(2S,4S,5S)-1-(2,4-Dichlorophenyl)-5-hydroxy-2,6,6-trimethylheptan-4-yl]-2,4-dihydro-3H-1,2,4-triazol-3-thion